O1C=CN(C=C1)N [1,4]Oxazin-4-amine